3-((2-amino-4-(5-methylfuran-2-yl)-7-oxopteridin-8(7H)-yl)methylene)benzeneNitrile NC1=NC=2N(C(C=NC2C(=N1)C=1OC(=CC1)C)=O)C=C1CC(=CC=C1)C#N